[P].[Sr] strontium phosphorus